2-oxo-ethoxyethyl acetate C(C)(=O)OCCOCC=O